C(=O)(O)CCC1C2=CC3=C(C(=C(N3)C=C3C(=C(C(C=C4C(=C(C(=CC(C1C)=N2)N4)C)C=C)=N3)C)CC)C)C(=O)O 7-(2-carboxyethyl)-18-ethyl-2,8,12,17-tetramethyl-13-vinyl-7H,8H-porphyrin-3-carboxylic acid